N-((8-hydroxy-5-methylquinolin-7-yl)(pyridin-3-yl)methyl)-2-methoxyacetamide OC=1C(=CC(=C2C=CC=NC12)C)C(NC(COC)=O)C=1C=NC=CC1